3-(5-((4-(3-methylthiophen-2-yl)piperazin-1-yl)methyl)-1-oxoisoindolin-2-yl)piperidine-2,6-dione CC1=C(SC=C1)N1CCN(CC1)CC=1C=C2CN(C(C2=CC1)=O)C1C(NC(CC1)=O)=O